3-(4-((4-((cyclopropylamino)methyl)benzyl)thio)-1-oxoisoindolin-2-yl)piperidine-2,6-dione C1(CC1)NCC1=CC=C(CSC2=C3CN(C(C3=CC=C2)=O)C2C(NC(CC2)=O)=O)C=C1